2,6-Difluoro-3-(1-methyl-6-(8-oxa-4-azaspiro[2.6]nonan-4-yl)-1H-pyrazolo[4,3-c]pyridin-3-yl)-5-(trifluoromethyl)phenol FC1=C(C(=C(C=C1C1=NN(C2=C1C=NC(=C2)N2C1(CC1)COCCC2)C)C(F)(F)F)F)O